ClC1=CC=C(S1)S(=O)(=O)NC(=O)C1=CC(=NN1)C1=CC(=C(C(=C1)OC)OC)OC N-((5-chlorothiophen-2-yl)sulfonyl)-3-(3,4,5-trimethoxyphenyl)-1H-pyrazole-5-carboxamide